methyl (3S,2R/S)-3-(4-bromophenyl)-2-methylbutyrate BrC1=CC=C(C=C1)[C@H]([C@H](C(=O)OC)C)C |&1:8|